bis(dodecyl)dimethylammonium bromide [Br-].C(CCCCCCCCCCC)[N+](C)(C)CCCCCCCCCCCC